FC1=CC(=C(C=C1)NC1=C(C(=O)O)C=CC(=C1)C(F)(F)F)C 2-((4-fluoro-2-methylphenyl)amino)-4-(trifluoromethyl)-benzoic acid